2-chloro-propanediol ClC(C(O)O)C